(S)-2-fluoro-4-hydroxy-2,3-dihydro-1H-inden-1-one F[C@@H]1C(C2=CC=CC(=C2C1)O)=O